C(C1=CC=CC=C1)OCC1=NN(C(N1CC)=O)C=1C=C2C(CN(C(C2=CC1F)=O)C=1C(=NNC1Cl)C)C(=C)C 6-(3-((benzyloxy)methyl)-4-ethyl-5-oxo-4,5-dihydro-1H-1,2,4-triazol-1-yl)-2-(5-chloro-3-methyl-1H-pyrazol-4-yl)-7-fluoro-4-(prop-1-en-2-yl)-3,4-dihydroisoquinolin-1(2H)-one